3-(6-bromo-4-hydroxy-1-oxo-isoindolin-2-yl)piperidine-2,6-dione BrC1=CC(=C2CN(C(C2=C1)=O)C1C(NC(CC1)=O)=O)O